CC1=NN(C2=C1CN(CC2)C2=CC(=NC=C2)C2=CC=CC=C2)CC21CCC(CC2)(CC1)N1CCCC1 3-methyl-5-(2-phenylpyridin-4-yl)-1-((4-(pyrrolidin-1-yl)bicyclo[2.2.2]octan-1-yl)methyl)-4,5,6,7-tetrahydro-1H-pyrazolo[4,3-c]pyridine